S(=O)(=O)(O)O.O1C2=C(NCC1)C=NC=C2 3,4-dihydro-2H-pyrido[4,3-b][1,4]oxazine sulfate